ClCCCN1C(NC2=C1C=CC=C2)=O 1-(3-chloropropyl)-benzimidazole-2-one